CSCCC/C(=C/C(=O)O)/C(=O)O The molecule is a 2-(omega-methylthio)alkylmaleic acid in which the 2-alkyl group is specified as 3-(methylthio)propyl. It is a conjugate acid of a 2-(2-methylthio)propylmaleate(2-).